1-(2,6-dichlorophenyl)-4-((1-(4-methoxybenzyl)-1H-pyrazol-4-yl)amino)-1H-pyrazole-3-carboxamide ClC1=C(C(=CC=C1)Cl)N1N=C(C(=C1)NC=1C=NN(C1)CC1=CC=C(C=C1)OC)C(=O)N